hydrogen chloride, ammonium salt [NH4+].Cl